diphenyl-4-methoxypyridine C1(=CC=CC=C1)C=1C(=NC=CC1OC)C1=CC=CC=C1